(3R)-3-[9H-fluoren-9-ylmethoxycarbonyl-(methyl)amino]butyric acid C1=CC=CC=2C3=CC=CC=C3C(C12)COC(=O)N([C@@H](CC(=O)O)C)C